ClC1=CC=C(C=C1)C1CC(N(O1)C)(C)C=1C=NC=CC1 3-[5-(4-chlorophenyl)-2,3-dimethyl-3-isoxazolidinyl]pyridine